BrC1=CC(=C(\C=N\[S@@](=O)C(C)(C)C)C=C1)C (S,E)-N-(4-bromo-2-methylbenzylidene)-2-methylpropane-2-sulfinamide